Cl.FC1=C(C(=CC(=C1)F)F)C(C)C1(CCNCC1)C#N 4-(1-(2,4,6-trifluorophenyl)ethyl)piperidine-4-carbonitrile hydrochloride